2-(1-(2-((1-acetylpiperidin-4-yl)oxy)-2-(2-methoxyphenyl)ethyl)-5-methyl-6-(oxazol-2-yl)-2,4-dioxo-1,4-dihydrothieno[2,3-d]pyrimidin-3(2H)-yl)-2-methylpropionic acid C(C)(=O)N1CCC(CC1)OC(CN1C(N(C(C2=C1SC(=C2C)C=2OC=CN2)=O)C(C(=O)O)(C)C)=O)C2=C(C=CC=C2)OC